(3,4-epoxycyclohexyl)ethylethoxydiethyl-silane C1(CC2C(CC1)O2)CC[Si](CC)(CC)OCC